N1N=CC2=CC(=CC=C12)C1=NC(=NC=C1)NC1=CC(=C(C(=O)N([C@H]2CNCCC2)C2=NC=CC3=CC=CC(=C23)C)C=C1)F (R)-4-((4-(1H-indazol-5-yl)pyrimidin-2-yl)amino)-2-fluoro-N-(8-methylisoquinolin-1-yl)-N-(piperidin-3-yl)benzamide